methyl N-[4-[2-[(4-chlorophenyl)-methyl-carbamoyl]purin-9-yl]phenyl]carbamate ClC1=CC=C(C=C1)N(C(=O)C1=NC=C2N=CN(C2=N1)C1=CC=C(C=C1)NC(OC)=O)C